3-(4-fluorophenyl)-1-(pyridin-2-ylethynyl)-3-azabicyclo[3.1.0]hexane FC1=CC=C(C=C1)N1CC2(CC2C1)C#CC1=NC=CC=C1